3-Fluoro-N-(1-methylpiperidin-4-yl)-5-((1-oxo-6-(3-(trifluoromethyl)-1H-pyrazol-4-yl)isoquinolin-2(1H)-yl)methyl)benzamide FC=1C=C(C(=O)NC2CCN(CC2)C)C=C(C1)CN1C(C2=CC=C(C=C2C=C1)C=1C(=NNC1)C(F)(F)F)=O